1-amino-3-amino-methyl-3,5,5-trimethylcyclohexane NC1(CC(CC(C1)(C)C)(C)N)C